2-(tetrahydro-2H-pyran-4-yl)indolizine-7-carboxylic acid O1CCC(CC1)C=1C=C2C=C(C=CN2C1)C(=O)O